Cl.C(C)N(CCNC(CCCCCCC\C=C/CCCCCCCC)=O)CC N-[2-(diethylamino)ethyl]oleamide hydrochloride